The molecule is an organic phosphoramidate anion obtained by deprotonation of the two phosphoramide OH groups of fosaprepitant. It is a conjugate base of a fosaprepitant. C[C@H](C1=CC(=CC(=C1)C(F)(F)F)C(F)(F)F)O[C@@H]2[C@@H](N(CCO2)CC3=NN(C(=O)N3)P(=O)([O-])[O-])C4=CC=C(C=C4)F